isopropyloxy carbonate C(OOC(C)C)([O-])=O